nickel-tin-aluminum [Al].[Sn].[Ni]